1,7-octadiyne-2,7-13C2 C#[13C]CCCC[13C]#C